[Na].NC=1C=C2C(CNC2=CC1)=CC1=CC=CC=C1 5-amino-3-benzylideneindoline sodium